BrCCCCOC(C)C1=NC2=CC=CC=C2C=C1 2-(1-(4-bromobutoxy)ethyl)quinoline